methyl 2-chloro-3-(1H-1,2,3-triazol-4-yl)benzoate ClC1=C(C(=O)OC)C=CC=C1C=1N=NNC1